(S)-N-(5-(2-(2-aminopyridin-3-yl)-5-(oxazol-2-yl)-3H-imidazo[4,5-b]pyridin-3-yl)-2,3-dihydro-1H-inden-1-yl)-4-(benzyloxy)-3-(1,3-dioxolan-2-yl)benzamide NC1=NC=CC=C1C1=NC=2C(=NC(=CC2)C=2OC=CN2)N1C=1C=C2CC[C@@H](C2=CC1)NC(C1=CC(=C(C=C1)OCC1=CC=CC=C1)C1OCCO1)=O